C(CCCCCC)OCCCNCCCC=1NC=CN1 N-(3-heptoxypropyl)-3-(imidazolyl)propan-1-amine